tert-butyl 2-[3-(2,6-dibenzyloxy-3-pyridyl)-1-methyl-indazol-6-yl]acetate C(C1=CC=CC=C1)OC1=NC(=CC=C1C1=NN(C2=CC(=CC=C12)CC(=O)OC(C)(C)C)C)OCC1=CC=CC=C1